ClC1=C(C(=O)N2COC3=C(C2)C=CC=C3C3=CC(=C(C(=O)O)C=C3F)N3C2COCC3CC2)C(=CC(=C1)N1[C@@H](CN(CC1)C)COC)Cl 4-[3-[2,6-Dichloro-4-[(2S)-2-(methoxymethyl)-4-methylpiperazin-1-yl]benzoyl]-2,4-dihydro-1,3-benzoxazin-8-yl]-5-fluoro-2-(3-oxa-8-azabicyclo[3.2.1]octan-8-yl)benzoic acid